C(C)OC(NC1=NC2=C(N1)C=CC(=C2)C2=C(C=CC(=C2)CC2=NNC(C1=CC=C(C=C21)C(F)(F)F)=O)F)=O (5-(2-fluoro-5-((4-oxo-7-(trifluoromethyl)-3,4-dihydrophthalazin-1-yl)methyl)phenyl)-1H-benzimidazol-2-yl)carbamic acid Ethyl ester